C(C1=CC=CC=C1)(=O)C1=CC=C(C=C1)CC(C(=O)NCC#C)NC(CI)=O 3-(4-benzoylphenyl)-2-(2-iodoacetamido)-N-(prop-2-yn-1-yl)propanamide